FC(CN1C(=NC=2C1=NC(=CC2)C=2C=CN1N=C(N=C(C12)NC)N[C@H]1[C@H](CN(CC1)C(=O)OC(C)(C)C)F)C)F tert-butyl (3S,4R)-4-((5-(3-(2,2-difluoroethyl)-2-methyl-3H-imidazo[4,5-b]pyridin-5-yl)-4-(methylamino)pyrrolo[2,1-f][1,2,4]triazin-2-yl)amino)-3-fluoropiperidine-1-carboxylate